tert-Butyl 4-({2-acetyl-6-[2-amino-4-(methoxycarbonyl)phenyl]-2,7-diazaspiro[3.5]nonan-7-yl}methyl)-5-methoxy-7-methylindole-1-carboxylate C(C)(=O)N1CC2(C1)CC(N(CC2)CC2=C1C=CN(C1=C(C=C2OC)C)C(=O)OC(C)(C)C)C2=C(C=C(C=C2)C(=O)OC)N